5,7-dichloro-1,3-benzodiazol ClC1=CC2=C(NC=N2)C(=C1)Cl